(2S)-1-tert-butoxycarbonyl-5,5-dimethyl-proline C(C)(C)(C)OC(=O)N1[C@@H](CCC1(C)C)C(=O)O